N1C=NC2=C1C=CC(=C2)N2C(CCC2C2=CC1=C(OCCO1)C=C2)=O 1-(1H-Benzo[d]imidazol-5-yl)-5-(2,3-dihydrobenzo[b][1,4]dioxin-6-yl)pyrrolidin-2-on